4-amino-2-(ethoxymethyl)-α,α-dimethyl-6,7,8,9-tetrahydro-1H-imidazo[4,5-c]quinolin-1-ethanol hydrate O.NC1=NC=2CCCCC2C2=C1N=C(N2CC(O)(C)C)COCC